FC=1C=C(C=C(C1)F)[C@@H]1CC[C@H]2OC3(C(N21)=O)CCN(CC3)C(=O)C3=NC=CC(=C3)F (5'S,7a'R)-5'-(3,5-difluorophenyl)-1-(4-fluoropyridine-2-carbonyl)tetrahydro-3'H-spiro[piperidine-4,2'-pyrrolo[2,1-b]-[1,3]oxazol]-3'-one